BrC1=C(C(=C(C(=C1[2H])[2H])C1=NC(=NC(=C1)C1=CC=CC=C1)C1=CC=CC=C1)[2H])[2H] 4-(4-bromophenyl-2,3,5,6-d4)-2,6-diphenylpyrimidine